(S)-4-((1-(5-(azetidin-1-ylmethyl)-2-fluorophenyl)ethyl)amino)-5-chloro-2-fluoro-N-(thiazol-4-yl)benzenesulfonamide formate C(=O)O.N1(CCC1)CC=1C=CC(=C(C1)[C@H](C)NC1=CC(=C(C=C1Cl)S(=O)(=O)NC=1N=CSC1)F)F